C(C=C)(=O)N1CC2=CC=C(C=C2CC1)NC1=NC(=NC=C1C)NC=1C=C(C=CC1)S(=O)(=O)N 3-(4-(2-acryloyl-1,2,3,4-tetrahydroisoquinolin-6-ylamino)-5-methylpyrimidin-2-ylamino)benzenesulfonamide